NC1=NC(=NC=C1)N1CC(C(CC1)(O)C)(F)F 1-(4-aminopyrimidin-2-yl)-3,3-difluoro-4-methylpiperidin-4-ol